C(C=C)C1(C(=NN(C1=O)C1=CC=C(C=C1)OC(F)F)C)C(=O)NC1=CC(=CC=C1)C(C)(F)F 4-allyl-N-(3-(1,1-difluoroethyl)phenyl)-1-(4-(difluoromethoxy)phenyl)-3-methyl-5-oxo-4,5-dihydro-1H-pyrazole-4-carboxamide